C(CCC)OC(CC(CO)CO)=O 4-hydroxy-3-(hydroxymethyl)butanoic acid butyl ester